OC1=C(C=CC(=C1)OCC1=CC=CC=C1)C(\C=C\C1=CC=C(C=C1)OCOC)=O (E)-1-(2-Hydroxy-4-phenylmethoxyphenyl)-3-[4-(methoxymethoxy)phenyl]prop-2-en-1-one